5-methyl-2-bornyl methacrylate C(C(=C)C)(=O)OC1C2(CC(C(C1)C2(C)C)C)C